C[C@]1([C@H](C1)C)C(=O)O (1S,2S)-1,2-dimethylcyclopropane-1-carboxylic acid